OCC#CC1=CC=C(C=N1)OC1CC(C1)OC1=CC=C(C=N1)C=1C=CC=2C3=C(N(C2C1)C(=O)OC(C)(C)C)C=CN=C3 tert-butyl 7-(6-((1r,3r)-3-((6-(3-hydroxyprop-1-yn-1-yl)pyridin-3-yl)oxy)cyclobutoxy)pyridin-3-yl)-5H-pyrido[4,3-b]indole-5-carboxylate